C[C@H]1N(CCOC1)C1=NC=2N(C(=C1)C1=CC=NN1C)N=CC2C=2NC=CC2 (R)-3-methyl-4-(7-(1-methyl-1H-pyrazol-5-yl)-3-(1H-pyrrol-2-yl)pyrazolo[1,5-a]pyrimidin-5-yl)morpholine